FC1=CC=C(C=C1)N1N=C(C2=CC=CC=C2C1=O)C1=CC=C(S1)\C=[N+](\C(C)C)/[O-] (Z)-1-(5-(3-(4-Fluorophenyl)-4-oxo-3,4-dihydrophthalazin-1-yl)thiophen-2-yl)-N-isopropylmethanimine oxide